tert-Butyl (6aR)-4-chloro-3-(2-fluorophenyl)-1-((2S,4S)-4-hydroxy-2-methylpyrrolidin-1-yl)-12-oxo-6a,7,9,10-tetrahydro-12H-pyrazino[2,1-c]pyrido[3,4-f][1,4]oxazepine-8(6H)-carboxylate ClC1=C(N=C(C=2C(N3[C@@H](COC21)CN(CC3)C(=O)OC(C)(C)C)=O)N3[C@H](C[C@@H](C3)O)C)C3=C(C=CC=C3)F